N-[2-methoxy-6-(3-methyl-4-pyridinyl)-3-pyridinyl]-5-methyl-3-phenyl-isoxazole-4-carboxamide COC1=NC(=CC=C1NC(=O)C=1C(=NOC1C)C1=CC=CC=C1)C1=C(C=NC=C1)C